ClC1=C(C=O)C=C(C(=C1)N1CC(N[C@@H]2CCCC[C@H]12)(C)C)F 2-chloro-4-((4ar,8as)-3,3-dimethyloctahydroquinoxalin-1(2H)-yl)-5-fluorobenzaldehyde